tert-butyl [2-(2-{[(2S,5R)-6-benzyloxy-7-oxo-1,6-diazabicyclo[3.2.1]oct-2-yl]carbonyl}hydrazinyl)-2-oxoethyl]carbamate C(C1=CC=CC=C1)ON1[C@@H]2CC[C@H](N(C1=O)C2)C(=O)NNC(CNC(OC(C)(C)C)=O)=O